BrCC(=O)C12C(OC(C1)(C2)C)(C)C 2-bromo-1-(1,3,3-trimethyl-2-oxabicyclo[2.1.1]hexan-4-yl)ethan-1-one